FC(CCC=NS(=O)C(C)(C)C)(C)F N-(4,4-difluoropentylidene)-2-methylpropane-2-sulfinamide